6-bromo-3-((2-hydroxyethyl)amino)benzo[e][1,2,4]triazine-1-oxide BrC=1C=CC2=C(N=C(N=[N+]2[O-])NCCO)C1